(E)-1,4-bis(2-(ethoxymethoxy)-3-iodophenyl)but-2-ene C(C)OCOC1=C(C=CC=C1I)C\C=C\CC1=C(C(=CC=C1)I)OCOCC